O=C1NC(CCC1N1OC=2C=C3C(=CC2O1)OC1(CO3)CCN(CC1)C(=O)OCC1=CC=CC=C1)=O benzyl 7'-(2,6-dioxopiperidin-3-yl)-6',8'-dioxa-7',8'-dihydro-3'H,6'H-spiro[piperidine-4,2'-[1,4]dioxino[2,3-f]isoindole]-1-carboxylate